(S)-4-((benzyloxy)carbonyl)morpholine-3-carboxylic acid C(C1=CC=CC=C1)OC(=O)N1[C@@H](COCC1)C(=O)O